C(C)(C)(C)NC/C=C/C(=O)NC1=C(C=C(C=C1F)C(=O)C1=CC=C2C(=CC=CN12)C1=C(C2=C(N(C(=N2)C)C)C=C1C)OC)F (E)-4-(tert-butylamino)-N-(2,6-difluoro-4-(8-(4-methoxy-1,2,6-trimethyl-1H-benzo[d]imidazol-5-yl)indolizine-3-carbonyl)phenyl)but-2-enamide